3-[(2R)-1,4-dioxan-2-ylmethoxy]-5-(5-methyl-1,3-thiazol-2-yl)-N-{(1R)-1-[2-(trifluoromethyl)pyrimidin-5-yl]ethyl}benzamide O1[C@H](COCC1)COC=1C=C(C(=O)N[C@H](C)C=2C=NC(=NC2)C(F)(F)F)C=C(C1)C=1SC(=CN1)C